CC1=NS(CC1)(=O)=O 3-methyl-4,5-dihydroisothiazole 1,1-dioxide